N1(C=NC=C1)CCN1C=C(C(C(=C1)C1=CC=C(C=C1)F)=O)C(=O)O 1-(2-(1H-imidazol-1-yl)ethyl)-5-(4-fluorophenyl)-4-oxo-1,4-dihydropyridine-3-carboxylic acid